6-(2-{1-ethyl-1H-pyrrolo[2,3-b]pyridin-2-yl}-7-methoxy-1-methyl-1H-1,3-benzodiazole-5-carbonyl)-octahydro-1H-pyrrolo[2,3-c]pyridine-1-carboxylic acid tert-butyl ester C(C)(C)(C)OC(=O)N1CCC2C1CN(CC2)C(=O)C2=CC1=C(N(C(=N1)C1=CC=3C(=NC=CC3)N1CC)C)C(=C2)OC